(1H-indol-3-yl)methanone N1C=C(C2=CC=CC=C12)C=O